(Z)-2-fluoro-3-(4-methylpyridin-2-yl)acrylic acid F\C(\C(=O)O)=C/C1=NC=CC(=C1)C